tert-butyl 4-(5-fluoro-2-((2-(trimethylsilyl)ethoxy)methyl)-2H-indazol-6-yl)-3,6-dihydropyridine-1(2H)-carboxylate FC1=CC2=CN(N=C2C=C1C=1CCN(CC1)C(=O)OC(C)(C)C)COCC[Si](C)(C)C